6-[3-chloro-8-fluoro-2-(4-piperidinyl)imidazo[1,2-a]pyridin-6-yl]-2-methyl-imidazo[1,2-b]pyridazine ClC1=C(N=C2N1C=C(C=C2F)C=2C=CC=1N(N2)C=C(N1)C)C1CCNCC1